1-(2,2-dimethylbenzo[d][1,3]dioxol-5-yl)cyclopropanecarboxylic acid CC1(OC2=C(O1)C=CC(=C2)C2(CC2)C(=O)O)C